FC1=NC=CC=C1C#CCN1C2CN(CC1C2)C2=CC=C(C=N2)C=2C=1N(C=C(C2)C=2C=NN(C2)C)N=CC1C#N 4-[6-[6-[3-(2-fluoro-3-pyridinyl)prop-2-ynyl]-3,6-diazabicyclo[3.1.1]heptan-3-yl]-3-pyridinyl]-6-(1-methylpyrazol-4-yl)pyrazolo[1,5-a]pyridine-3-carbonitrile